C(C)(C)(C)OC(=O)NN(C(=O)C=1C(=CN(C(C1)=O)C1CC(C1)O)C(=O)OC(C)(C)C)C tert-butyl 4-(2-(tert-butoxycarbonyl)-1-methylhydrazine-1-carbonyl)-1-((1r,3r)-3-hydroxycyclobutyl)-6-oxo-1,6-dihydropyridine-3-carboxylate